trioxa-adamantane C12OC3OC(OC(C1)C3)C2